1-(4-methoxybenzyl)-3-(2-(6-methylnicotinoyl)-2-azaspiro[3.3]hept-6-yl)urea COC1=CC=C(CNC(=O)NC2CC3(CN(C3)C(C3=CN=C(C=C3)C)=O)C2)C=C1